NC1=C(C=C(C=C1)B1OC(C(O1)(C)C)(C)C)C(=O)N1C2CCC1CC2 (2-Amino-5-(4,4,5,5-tetramethyl-1,3,2-dioxaborolan-2-yl)phenyl)(7-azabicyclo[2.2.1]heptan-7-yl)methanone